FC1(C(N(C2=C(O1)C=C(C(=C2)C2=C(C(=C(C(=C2F)F)OC)F)F)F)CC(=O)OC)=O)F.C(#N)C2=C(C=CC=C2)C(=C(C2=CC=CC=C2)C2=CC=CC=C2)C2=CC=CC=C2 cyanotetraphenyl ethylene methyl 2-(2,2,7-trifluoro-3-oxo-6-(2,3,5,6-tetrafluoro-4-methoxyphenyl)-2,3-dihydro-4H-benzo[b][1,4]oxazin-4-yl)acetate